N1C(=NC2=C1C=CC=C2)[C@@H]2[C@H](C2)C(=O)N[C@H](C(=O)NC2=CC=C(C=C2)C#N)C (1S,2S)-2-(1H-benzo[d]imidazol-2-yl)-N-((S)-1-((4-cyanophenyl)amino)-1-oxopropan-2-yl)cyclopropane-1-carboxamide